1,1,1,3,3,3-hexafluoro-2-(2-isopropyl-2-methyl-4'-((8-(methylsulfonyl)-3,8-diazabicyclo[3.2.1]octan-3-yl)methyl)-[1,1'-biphenyl]-4-yl)propan-2-ol FC(C(C(F)(F)F)(O)C=1CC(C(=CC1)C1=CC=C(C=C1)CN1CC2CCC(C1)N2S(=O)(=O)C)(C)C(C)C)(F)F